ClC1=C(C=C(OCC(=O)NC23CC(C2)(C3)C3=NN=C(O3)C3CN(CC3)C(=O)OC(C)(C)C)C=C1)F tert-Butyl 3-[5-[3-[[2-(4-chloro-3-fluoro-phenoxy)acetyl]amino]-1-bicyclo[1.1.1]pentanyl]-1,3,4-oxadiazol-2-yl]pyrrolidine-1-carboxylate